ClCC1=CC(=C(CNC2=C3C(N(C(C3=CC=C2)=O)C2C(NC(CC2)=O)=O)=O)C=C1)C (4-(chloromethyl)-2-methylbenzylamino)-2-(2,6-dioxopiperidin-3-yl)isoindoline-1,3-dione